OC1(CCC(CC1)CNC1=C(C=C(C2=C1OCO2)S(=O)(=O)NC(C2=CC=CC=C2)=O)[N+](=O)[O-])C N-((7-((((1r,4r)-4-Hydroxy-4-methylcyclohexyl)methyl)amino)-6-nitrobenzo[d][1,3]dioxol-4-yl)sulfonyl)benzamide